5-(chlorosulfonyl)-2-methylfuran-3-carboxylic acid ethyl ester C(C)OC(=O)C1=C(OC(=C1)S(=O)(=O)Cl)C